C(C)OC(=O)C1CC2=C(C=C3C=C(N=NC3=C2)C2CC2)C1 3-cyclopropyl-7,8-dihydro-6H-cyclopenta[g]Cinnoline-7-carboxylic acid ethyl ester